CN1CC(C1)(C)[C@@](C=1C=C(C=NC1)C#CC1(CC1)O)(C1=CC=C(C=C1)C(C)C)O 1-{5-[(R)-(1,3-dimethyl-azetidin-3-yl)-hydroxy-(4-isopropyl-phenyl)-methyl]-pyridin-3-ylethynyl}-cyclopropyl alcohol